1-(4-methoxybenzyl)azetidin-3-ol COC1=CC=C(CN2CC(C2)O)C=C1